N(S(=O)(=O)C(F)(F)F)S(=O)(=O)C(F)(F)F.N(S(=O)(=O)C(F)(F)F)S(=O)(=O)C(F)(F)F.[Li].ClC=1C=C(C=C(C1)C)N1N=CC(=C1)[C@@H](C(=O)NC1=CC(=NN1)C1CC1)C (S)-2-(1-(3-chloro-5-methylphenyl)-1H-pyrazol-4-yl)-N-(3-cyclopropyl-1H-pyrazol-5-yl)propanamide lithium bis(triflimide) salt